(3,3,3-trifluoroprop-1-en-2-yl)imidazo[1,2-a]pyridine FC(C(=C)C=1N=C2N(C=CC=C2)C1)(F)F